N-(3-trimethoxysilyl-propyl)-N,N,N-trimethylammonium chloride [Cl-].CO[Si](CCC[N+](C)(C)C)(OC)OC